NC=1C(=NC(=NC1)OCC(=O)OC)Br methyl 2-[(5-amino-4-bromopyrimidin-2-yl)oxy]acetate